3-(ethoxycarbonyl)-2-(trifluoromethyl)pyridine 1-oxide C(C)OC(=O)C=1C(=[N+](C=CC1)[O-])C(F)(F)F